C(C)N(CCCNC(=O)C1CCN(CC1)C1=NN=C(C=2C1=NN(C2C)C2=CC=C(C=C2)OC)C)CC N-(3-(diethylamino)propyl)-1-(2-(4-methoxyphenyl)-3,4-dimethyl-2H-pyrazolo[3,4-d]pyridazin-7-yl)piperidine-4-carboxamide